sodium tris(trifluoromethylsulfonyl)methide [C-](S(=O)(=O)C(F)(F)F)(S(=O)(=O)C(F)(F)F)S(=O)(=O)C(F)(F)F.[Na+]